NS(=O)(=O)C1=CC=C(C=C1)NS(=O)(=O)C1=C(C=CC(=C1)C1=NNC(C=2CCCCC12)=O)C N-[4-(aminosulfonyl)phenyl]-2-methyl-5-(4-oxo-3,4,5,6,7,8-hexahydrophthalazin-1-yl)benzenesulfonamide